1-[(2R)-4-benzyl-6-cyano-8-fluoro-2-methyl-3-oxo-2H-1,4-benzoxazin-7-yl]-3-tert-butylurea C(C1=CC=CC=C1)N1C([C@H](OC2=C1C=C(C(=C2F)NC(=O)NC(C)(C)C)C#N)C)=O